1,1,1,3,3,3-Hexafluoropropan-2-yl 4-(5-chloro-2-(pyrrolidin-1-yl)benzyl)piperazine-1-carboxylate ClC=1C=CC(=C(CN2CCN(CC2)C(=O)OC(C(F)(F)F)C(F)(F)F)C1)N1CCCC1